CC(CC(=C)OB(O)O)C (4-methylpent-1-en-2-yl)boric acid